(1S,4s)-4-(5-(((1S,2R,3S,4R)-3-(((R)-3-cyclohexyl-2-cyclopropylpropyl)carbamoyl)bicyclo[2.2.1]hept-2-yl)carbamoyl)-2-fluoro-4-methoxyphenoxy)-1-methylcyclohexane-1-carboxylic acid C1(CCCCC1)C[C@@H](CNC(=O)[C@@H]1[C@@H]([C@H]2CC[C@@H]1C2)NC(=O)C=2C(=CC(=C(OC1CCC(CC1)(C(=O)O)C)C2)F)OC)C2CC2